C(N)(=O)[C@H]1C[C@H](CN1)N1CC(C1)OC1=CC=CC(=C1C(=O)O)O 6-({1-[(3R,5R)-5-carbamoylpyrrolidin-3-yl]azetidin-3-yl}oxy)-2-hydroxybenzoic acid